((S)-2-((4-chloro-2',3',4',5',6,6'-hexafluoro-[1,1'-biphenyl]-3-yl)oxy)propanoyl)-L-proline ClC1=C(C=C(C(=C1)F)C1=C(C(=C(C(=C1F)F)F)F)F)O[C@H](C(=O)N1[C@@H](CCC1)C(=O)O)C